C(C)(C)(C)C1=C(OCC2=NNC(N2)=S)C=CC(=C1)C(C)(C)C 3-[(2,4-Di-t-butylphenoxy)methyl]-1H-1,2,4-triazole-5(4H)-thione